FC1=CC(=C(N)C(=C1)C1=CC=NC=C1)C(C)C 4-fluoro-2-isopropyl-6-(pyridin-4-yl)aniline